CC(CN1CC2(CC1)CCN(CC2)C=2C1=C(N=C(N2)C2=CC=NC=C2)C=NC=C1)(C)O 2-methyl-1-(8-(2-(pyridin-4-yl)pyrido[3,4-d]pyrimidin-4-yl)-2,8-diazaspiro[4.5]decan-2-yl)propan-2-ol